(4-allyltetrahydro-2H-pyran-4-yl)methanol C(C=C)C1(CCOCC1)CO